C(#N)N1C2CCC(C1)[C@H]2NC(=O)C2=NNC(=C2)C=2C=NC=CC2OC2=CC=C(C=C2)F N-((7R)-2-cyano-2-azabicyclo[2.2.1]heptan-7-yl)-5-(4-(4-fluorophenoxy)pyridin-3-yl)-1H-pyrazole-3-carboxamide